FC1=C(OCCC=2C(=NN(C2C)C)C(C)O)C(=CC=C1F)C1=CC=2N(C=C1)N=CC2CNC 1-(4-(2-(2,3-difluoro-6-(3-((methylamino)methyl)pyrazolo[1,5-a]pyridin-5-yl)phenoxy)ethyl)-1,5-dimethyl-1H-pyrazol-3-yl)ethan-1-ol